COC[C@H](C(=O)N[C@@H](CCCC1=CC=C(C=C1)OC)B1OC(C(O1)(C)C)(C)C)NC(OC(C)(C)C)=O tert-butyl ((R)-3-methoxy-1-(((R)-4-(4-methoxyphenyl)-1-(4,4,5,5-tetramethyl-1,3,2-dioxaborolan-2-yl)butyl) amino)-1-oxopropan-2-yl)carbamate